CC1=CC2=C(C3=CC=CC=C3C(=C2C=C1C)C(=O)OCC(C)C)C(=O)OCC(C)C 2,3-dimethyl-9,10-bis(isobutoxycarbonyl)anthracene